C(C)(C)N1CCN(CC1)C1=CC=CN=N1 6-(4-isopropyl-piperazin-1-yl)-pyridazin